6'-(((1S,3S)-3-((7-(difluoromethoxy)-[1,2,4]triazolo[1,5-a]pyridin-2-yl)amino)cyclopentyl)amino)-2H-[1,3'-bipyridyl]-2-one FC(OC1=CC=2N(C=C1)N=C(N2)N[C@@H]2C[C@H](CC2)NC2=CC=C(C=N2)N2C(C=CC=C2)=O)F